1-ethyl-2,3-dimethyl-imidazolium tetrafluoroborate F[B-](F)(F)F.C(C)N1C(=[N+](C=C1)C)C